C(C)N1C=C(C(C2=C1N=NC(=C2)OC2CC1=CC=CC=C1C2)=O)C(=O)N2CC1(COC1)C2 8-Ethyl-3-indan-2-yloxy-6-(2-oxa-6-azaspiro[3.3]heptane-6-carbonyl)pyrido[2,3-c]pyridazin-5-one